ethyl 2-(2-((4-methylpiperazin-1-yl)methyl)-5-(trifluoromethyl) phenyl)acetate CN1CCN(CC1)CC1=C(C=C(C=C1)C(F)(F)F)CC(=O)OCC